NCC1C(CN(C1)C1=NC=CC(=N1)NC1=NNC(=C1)C1CC1)(F)F 2-[4-(Aminomethyl)-3,3-difluoro-pyrrolidin-1-yl]-N-(5-cyclopropyl-1H-pyrazol-3-yl)pyrimidin-4-amine